FC1=C(OC=2N=CC(=NC2)NC([C@H](C)N2CC(N(CC2)C(=O)[C@@H]2CC=3N(CC2)N=NC3CO)(C)C)=O)C=CC(=C1)F (S)-N-(5-(2,4-difluorophenoxy)pyrazin-2-yl)-2-(4-((S)-3-(hydroxymethyl)-4,5,6,7-tetrahydro-[1,2,3]triazolo[1,5-a]pyridine-5-carbonyl)-3,3-dimethylpiperazin-1-yl)propanamide